C(C)(C)(C)OC(=O)N1CC2=C(CC1)C(=NO2)OCC2=NC=C(C=C2)C=2OC(=NN2)C(F)F.C2(=CC=CC=C2)N2C(=NC=C2)CCCS(=O)(=O)O 1-phenylimidazolepropanesulfonic acid tert-butyl-3-((5-(5-(difluoromethyl)-1,3,4-oxadiazol-2-yl)pyridin-2-yl)methoxy)-4,7-dihydroisoxazolo[5,4-c]pyridine-6(5H)-carboxylate